1-methyl-5-[rac-(2R,4S)-4-[7-(2,4-difluorophenyl)-2-(dimethylamino)-thiazolo[4,5-d]pyrimidin-5-yl]tetrahydropyran-2-yl]pyridin-2-one CN1C(C=CC(=C1)[C@@H]1OCC[C@@H](C1)C=1N=C(C2=C(N1)N=C(S2)N(C)C)C2=C(C=C(C=C2)F)F)=O |r|